FC1=C(C(=C(C(=C1F)F)F)F)OC(=O)C=1C(NC2=C(C(=CC=C2C1)C(C)C)NC(C)=O)=O 8-acetamido-7-isopropyl-2-oxo-1,2-dihydroquinoline-3-carboxylic acid perfluorophenyl ester